N[C@@H](CS)C(=O)N cysteine, amide